N-[(1R)-1-(4-bromophenyl)ethyl]-N-methyl-1,1-dioxo-1λ6-thiane-4-carboxamide BrC1=CC=C(C=C1)[C@@H](C)N(C(=O)C1CCS(CC1)(=O)=O)C